8-ethynylnaphthalene C(#C)C=1C=CC=C2C=CC=CC12